C(C)(C)(C)OC(=O)N1C2=C(OCC1)C=CC(=C2)S(=O)(=O)Cl 6-(chlorosulfonyl)-2,3-dihydro-4H-benzo[b][1,4]oxazine-4-carboxylic acid tert-butyl ester